C(C1=CC=CC=C1)N1CC(C(C1)CO)N(CCNC(=O)C1CCN(CC1)C1=CC(=C(C=C1)OC(F)(F)F)F)C N-(2-{[1-benzyl-4-(hydroxymethyl)pyrrolidin-3-yl](methyl)amino}ethyl)-1-[3-fluoro-4-(trifluoromethoxy)phenyl]piperidine-4-carboxamide